O=S1(CCCCC1)=O 1,1-dioxo-thiacyclohexane